7-Bromo-2-(5-methoxy-1-benzofuran-2-yl)-N-methylimidazo[1,2-a]pyridin-3-amine BrC1=CC=2N(C=C1)C(=C(N2)C=2OC1=C(C2)C=C(C=C1)OC)NC